O1C2C(OCC1)CCCC2 octahydrobenzo[b][1,4]dioxin